CC(C(=O)N[C@@H]1[C@@H](NC1)C)(C)C |r| 2,2-dimethyl-N-[rac-(2S,3S)-2-methylazetidin-3-yl]propanamide